bis(4-(benzooxazol-2-yl)phenyl)methylamine O1C(=NC2=C1C=CC=C2)C2=CC=C(C=C2)C(C2=CC=C(C=C2)C=2OC1=C(N2)C=CC=C1)N